NCC1=NNC(C2=CC=C(C=C12)C=1C=NN(C1Cl)C)=O 4-(aminomethyl)-6-(5-chloro-1-methyl-1H-pyrazol-4-yl)phthalazin-1(2H)-one